NC1=C(N=C2N1C=CC=C2Br)C(=O)NC2CN(C2)C 3-amino-8-bromo-N-(1-methylazetidin-3-yl)imidazo[1,2-a]pyridine-2-carboxamide